N,N-di-n-butyl-acrylamide C(CCC)N(C(C=C)=O)CCCC